6-cyclopropyl-2-(1-tetrahydrofuran-2-ylethylamino)pyridine-3-carbonitrile C1(CC1)C1=CC=C(C(=N1)NC(C)C1OCCC1)C#N